CC(C)(C)N(C(=O)OC[C@@H]1C[C@H]([C@@](O1)(N1C=NC=2C(=O)NC(N)=NC12)N)O)CCOCCNC amino-3'-deoxyguanosine 1,1-Dimethylethyl-N-[2-[2-(methylamino)ethoxy]ethyl]carbamate